O1COC=2C(=NC=CC21)C=O [1,3]-dioxolo-[4,5-c]-pyridine-4-carbaldehyde